BrC1=NC(=CN=C1)OC1COC1 2-Bromo-6-(oxetan-3-yloxy)pyrazine